CS(=O)(=O)C1=CC=C(C=C1)N[C@@H](CO)C(=O)O (2s,3r)-p-methylsulfonyl-phenylserine